C(C=C)OC(=O)C=1OC=CC1 furoic acid allyl ester